C(C)(C)N(C(C)C)[SiH](C)C di-iso-propylaminodimethylsilane